tert-Butyl (R,E)-3-((tert-butylsulfinyl)imino)-3H-spiro[benzofuran-2,4'-piperidine]-1'-carboxylate C(C)(C)(C)[S@@](=O)\N=C\1/C2=C(OC13CCN(CC3)C(=O)OC(C)(C)C)C=CC=C2